N1=C(SC2=C1C1=C(C=C2)CCO1)N1C(NC(C1)C)=O 1-(6,7-dihydrofuro[2,3-e][1,3]benzothiazol-2-yl)-4-methylimidazolidin-2-one